2,3-dichloro-4-hydroxybutenoic acid ClC(C(=O)O)=C(CO)Cl